2-chloro-N-(4-((dimethylamino)methyl)benzyl)-5-iodopyridin-4-amine ClC1=NC=C(C(=C1)NCC1=CC=C(C=C1)CN(C)C)I